ClCC#CC1CC1 3-chloro-1-cyclopropylpropyne